1-(2-(4-(bis(propylsulfanyl)methyl)-2-chlorophenoxy)ethyl)-4-tosylpiperazine C(CC)SC(C1=CC(=C(OCCN2CCN(CC2)S(=O)(=O)C2=CC=C(C)C=C2)C=C1)Cl)SCCC